ClC1=NC2=C(C=C(C=C2C=C1)SC)Cl 2,8-dichloro-6-methylthioquinoline